C(C)(C)(C)OC(=O)N1CCC2(CCCN2CC2=C(C(=CC=C2)N2CCOCC2)Cl)CC1 1-(2-chloro-3-morpholinylbenzyl)-1,8-diazaspiro[4.5]decane-8-carboxylic acid tert-butyl ester